NCCCC[C@H](C(=O)N1CCC(CC1)P(O)(O)=O)NC([C@@H](CC(C)C)NC([C@@H](CC1=CC=CC=C1)NC([C@@H](CC1=CC=CC=C1)N)=O)=O)=O [1-[(2R)-6-amino-2-[[(2R)-2-[[(2R)-2-[[(2R)-2-amino-3-phenyl-propanoyl]amino]-3-phenyl-propanoyl]amino]-4-methyl-pentanoyl]amino]hexanoyl]-4-piperidyl]phosphonic acid